Sodium Phosphate, hydrochloride Cl.P(=O)([O-])([O-])[O-].[Na+].[Na+].[Na+]